5-(4-pyridyl)-1,3,4-oxadiazole-2-carbohydrazide N1=CC=C(C=C1)C1=NN=C(O1)C(=O)NN